C1(CC1)N1C(C(=CC=C1)NC(=O)C1=CC2=CN(N=C2C=C1OC(C)C)C1CCC(CC1)CN1[C@H](COCC1)CC1=CC=C(C=C1)O[C@@H]1C(NC(CC1)=O)=O)=O N-(1-cyclopropyl-2-oxo-1,2-dihydropyridin-3-yl)-2-((S,4r)-4-(((3S)-3-(4-((2,6-dioxopiperidin-3-yl)oxy)benzyl)morpholino)methyl)cyclohexyl)-6-isopropoxy-2H-indazole-5-carboxamide